4-[3-[6-(difluoromethoxy)-3-pyridinyl]-1-methyl-pyrazol-4-yl]-1H-pyrrolo[2,3-b]pyridine FC(OC1=CC=C(C=N1)C1=NN(C=C1C1=C2C(=NC=C1)NC=C2)C)F